1,N-dimethyl-benzyl-ammonium CC1(C[NH2+]C)CC=CC=C1